N-(3-methoxyphenyl)-2-(m-tolyl)thieno[3,2-b]pyridin-7-amine COC=1C=C(C=CC1)NC1=C2C(=NC=C1)C=C(S2)C=2C=C(C=CC2)C